(2S,3R,4R,5S)-2-(hydroxymethyl)-1-(((R)-1-(4-(trifluoromethyl)pyridin-3-yl)piperidin-3-yl)methyl)piperidine-3,4,5-triol OC[C@@H]1N(C[C@@H]([C@H]([C@@H]1O)O)O)C[C@@H]1CN(CCC1)C=1C=NC=CC1C(F)(F)F